C(C)(=O)[O-].C(C)(=O)[O-].[Ni+2] nickel (II) di-acetate